ClC1=CC=C(C=C1)NC1=CC(=NC(=N1)N1CCOCC1)CNC(C1=CC=NC=C1)=O N-((6-((4-chlorophenyl)amino)-2-morpholinopyrimidin-4-yl)methyl)isonicotinamide